C1(CC1)CN1C(=CC=2C1=NC=CC2)C2=NC1=C(N2C)C(=CC(=C1)C(=O)N1C[C@@H]([C@@H](CC1)O)NC(OCC1=CC=CC=C1)=O)OC |r| rac-benzyl N-[(3S,4R)-1-{2-[1-(cyclopropylmethyl)-1H-pyrrolo[2,3-b]pyridin-2-yl]-7-methoxy-1-methyl-1H-1,3-benzodiazole-5-carbonyl}-4-hydroxypiperidin-3-yl]carbamate